N(=[N+]=[N-])CCOCCOCCOCC(N[C@H](C(=O)N1C[C@@H](C[C@H]1C(NCC1=CC=C(C=C1)C1=C(N=CS1)C)=O)OC(CCCCCCCCCCCCC(=O)O)=O)C(C)(C)C)=O 14-(((3R,5S)-1-((S)-14-azido-2-(tert-butyl)-4-oxo-6,9,12-trioxa-3-azatetradecanoyl)-5-((4-(4-methylthiazol-5-yl)benzyl)carbamoyl)pyrrolidin-3-yl)oxy)-14-oxotetradecanoic acid